bis(2,4-di-t-butylphenyl)-phenyl-phenylphosphinite C(C)(C)(C)C1=C(C=CC(=C1)C(C)(C)C)C=1C(=C(C=CC1)P([O-])C1=CC=CC=C1)C1=C(C=C(C=C1)C(C)(C)C)C(C)(C)C